2-(2,2,7-trifluoro-3-oxo-6-(perfluorophenyl)-2,3-dihydro-4H-benzo[b][1,4]oxazin-4-yl)propanoic acid FC1(C(N(C2=C(O1)C=C(C(=C2)C2=C(C(=C(C(=C2F)F)F)F)F)F)C(C(=O)O)C)=O)F